2,7-bis{4-[(3-dimethylaminopentyl)iminomethyl]phenyl}-4-phenyl-7H-pyrrolo[2,3-d]pyrimidine CN(C(CCN=CC1=CC=C(C=C1)C=1N=C(C2=C(N1)N(C=C2)C2=CC=C(C=C2)C=NCCC(CC)N(C)C)C2=CC=CC=C2)CC)C